1-(4-methylmorpholin-2-yl)ethylamine CN1CC(OCC1)C(C)N